4-(2-acetamidobenzyl)-6-hydroxy-5-oxo-4,5-dihydrothieno[3,2-b]pyridine-7-carboxylic acid C(C)(=O)NC1=C(CN2C3=C(C(=C(C2=O)O)C(=O)O)SC=C3)C=CC=C1